thiodipropionic acid (distearyl thiodipropionate) C(CCCCCCCCCCCCCCCCC)C(C(=O)O)(CSCCC(=O)O)CCCCCCCCCCCCCCCCCC.S(CCC(=O)O)CCC(=O)O